1-methyl-7-oxo-4,5,6,7-tetrahydro-1H-pyrazolo[3,4-c]Pyridine-3-carboxamide CN1N=C(C2=C1C(NCC2)=O)C(=O)N